FC=1C(=NC=C(C1)F)C(O)([2H])[2H] (3,5-Difluoropyridin-2-yl)methane-d2-ol